1-Methyl-1H-pyrrolo[2,3-d]pyridazine-4,7-diol CN1C=CC=2C1=C(N=NC2O)O